N1C=NC(=C1)CCC(C(=O)N)(C(=O)N)CCC=1N=CNC1 bis[2-(1H-imidazol-4-yl)ethyl]malonamide